O[C@@H]([C@H](CO[C@H]1O[C@@H]([C@@H]([C@@H]([C@H]1O)O)O)CO)NC(CCCCCCCCCCCCCCCCCCCCCCCCC)=O)[C@@H](CCCCCCCCCCCCCC)O N-[(2S,3S,4R)-3,4-dihydroxy-1-[(2S,3R,4S,5R,6R)-3,4,5-trihydroxy-6-(hydroxymethyl)oxan-2-yl]oxyoctadecan-2-yl]hexacosanamide